(S)-2-((6-((4-cyanobenzofuran-7-yl)methoxy)-3',6'-dihydro-[2,4'-bipyridine]-1'(2'H)-yl)methyl)-1-(oxetane-2-ylmethyl)-1H-benzo[d]imidazole-6-carboxylic acid C(#N)C1=CC=C(C2=C1C=CO2)COC2=CC=CC(=N2)C=2CCN(CC2)CC2=NC1=C(N2C[C@H]2OCC2)C=C(C=C1)C(=O)O